COC1=NC=C(C=C1C(=O)N)NC(C(N1[C@H](CC[C@@H](C1)C)C1=CC2=CN(N=C2C=C1)[C@@H]1CN(CC1)C)=O)=O |r| 2-Methoxy-5-[[2-oxo-2-[rac-(2R,5S)-5-methyl-2-[2-[rac-(3S)-1-methylpyrrolidin-3-yl]indazol-5-yl]-1-piperidyl]acetyl]amino]pyridine-3-carboxamide